4-chloro-5-[5-[4-fluoro-2-(trifluoromethyl)phenoxy]-1,2,3,4-tetrahydro-2,6-naphthyridin-2-yl]-2,3-dihydropyridazin-3-one ClC=1C(NN=CC1N1CC2=CC=NC(=C2CC1)OC1=C(C=C(C=C1)F)C(F)(F)F)=O